N1CCC(CC1)NC(=O)N1C=[NH+]C2=C1C=CC=C2 (piperidin-4-yl)carbamoyl-1H-1,3-benzodiazol-3-ium